ClC=1C(=C2N=C(N=C3C2=C(OC[C@@H]2[C@@H]4CC[C@H](CN32)N4C(=O)OC(C)(C)C)N1)S(=O)(=O)C)F tert-Butyl (5aS,6S,9R)-2-chloro-1-fluoro-12-(methylsulfonyl)-5a,6,7,8,9,10-hexahydro-5H-4-oxa-3,10a,11,13,14-pentaaza-6,9-methanonaphtho[1,8-ab]heptalene-14-carboxylate